C(#N)C=1C=C(C=CC1OC)NC(=O)C1CCC(CC1)N1C(NC2=C(C=CC(=C2C1)C)OC)=O (1s,4s)-N-(3-Cyano-4-methoxyphenyl)-4-(8-methoxy-5-methyl-2-oxo-1,2-dihydroquinazolin-3(4H)-yl)cyclohexanecarboxamide